3-chloro-7-[(1-methyl-4-piperidyl)methyl]imidazo[4,5-c]pyridazine ClC1=CC2=C(N=N1)N(C=N2)CC2CCN(CC2)C